C1(=CC=CC2=CC=CC=C12)S(=O)([O-])=S naphthalenethiosulfonate